O1CCC(CC1)C=1C=NN(C1)C=1C=NN2C1N=CC=C2 3-(4-(tetrahydro-2H-pyran-4-yl)-1H-pyrazol-1-yl)pyrazolo[1,5-a]pyrimidine